OC1=CC=C(C=C1)C1N(CC(CC1)C)C(C(=O)NC=1C=C(C(=NC1)NC(OC(C)(C)C)=O)C)=O tert-butyl (5-(2-(2-(4-hydroxyphenyl)-5-methylpiperidin-1-yl)-2-oxoacetamido)-3-methylpyridin-2-yl)carbamate